FC(OC1=C(C(=C(NC=2C3=C(N=CN2)C=C(C(=N3)N3[C@@H]2CN([C@H](C3)C2)C(=O)OC(C)(C)C)F)C=C1)F)F)F tert-butyl (1S,4S)-5-[4-[4-(difluoromethoxy)-2,3-difluoro-anilino]-7-fluoro-pyrido[3,2-d]pyrimidin-6-yl]-2,5-diazabicyclo[2.2.1]heptane-2-carboxylate